6-{[2-(4-isopropylphenyl)imidazo[1,2-a]pyrimidin-3-yl]methyl}-2,6-diazabicyclo[3.2.2]nonane-2-carboxylic acid (-)-tert-butyl ester C(C)(C)(C)OC(=O)N1C2CN(C(CC1)CC2)CC2=C(N=C1N2C=CC=N1)C1=CC=C(C=C1)C(C)C